((R)-1-((S)-1-(2-chlorophenyl)-2-methoxy-2-oxoethyl)-4-(nitroso)piperidin-3-ylidene)acetic acid ClC1=C(C=CC=C1)[C@@H](C(=O)OC)N1CC([C@@H](CC1)N=O)=CC(=O)O